C(C1=CC=CC=C1)OC1=C(C=C(C(=C1)Br)F)C(CO[Si](C)(C)C(C)(C)C)C(F)(F)F [2-(2-Benzyloxy-4-bromo-5-fluoro-phenyl)-3,3,3-trifluoro-propoxy]-tert-butyl-dimethyl-silane